COC1=CC(=CC2=C1OCO2)[C@H]2[C@](C[C@@H]1N2C([C@H](N(C1=O)C)C)=O)(C#N)C |r| Rac-(3R,6S,7S,8aS)-6-(7-methoxybenzo[d][1,3]dioxol-5-yl)-2,3,7-trimethyl-1,4-dioxooctahydropyrrolo[1,2-a]pyrazine-7-carbonitrile